1-benzyl-6-chloropyridin-2(1H)-one C(C1=CC=CC=C1)N1C(C=CC=C1Cl)=O